FC=1C=C2CCC(NC2=CC1F)C1=CC=CC=C1 6,7-difluoro-2-phenyl-1,2,3,4-tetrahydroquinoline